tert-butyl 2-(4-(5-(1H-imidazole-1-carbonyl)-1-methyl-1H-pyrrol-3-yl)phenylcarbamoyl)-1-methyl-1H-imidazol-4-ylcarbamate N1(C=NC=C1)C(=O)C1=CC(=CN1C)C1=CC=C(C=C1)NC(=O)C=1N(C=C(N1)NC(OC(C)(C)C)=O)C